C(C)(=O)OC[C@H](COC1=CC=C(C=C1)S(=O)(=O)C1=CC=C(C=C1)OC[C@@H](CCl)OC(C)=O)OC(C)=O (S)-3-(4-((4-((S)-2-acetoxy-3-chloropropoxy)phenyl)sulfonyl)phenoxy)propane-1,2-diyl diacetate